OC[C@@H](OCCO)OC(C)C 1,5-dihydroxy-2(S)-isopropyloxy-3-oxa-pentane